BrC=1C=C(C=C2C(N(C(S2)=NN=C2C(NC3=CC=C(C=C23)F)=O)C2=CC(=CC=C2)C(C)C)=O)C=CC1 3-(2-(5-(3-bromobenzylidene)-3-(3-isopropylphenyl)-4-oxothiazolidin-2-ylidene)hydrazono)-5-fluoroindol-2-one